C(C)(=O)C1C(=O)OCC1 α-acetyl-gamma-butyrolactone